C[Si](C)(C)C#CC1(CCC2(OCCO2)CC1)O 8-((trimethylsilyl)ethynyl)-1,4-dioxaspiro[4.5]decan-8-ol